1-[4-(cyanomethyl)-1-[[2-(trifluoromethyl)phenyl]methyl]-4-piperidyl]-3-(cyclopropanecarbonylamino)pyrazole-4-carboxamide C(#N)CC1(CCN(CC1)CC1=C(C=CC=C1)C(F)(F)F)N1N=C(C(=C1)C(=O)N)NC(=O)C1CC1